tert-butyl 2-[4-(pyrrolidin-1-yl)phenyl]-5,6-dihydro-4H-pyridine-1-carboxylate N1(CCCC1)C1=CC=C(C=C1)C=1N(CCCC1)C(=O)OC(C)(C)C